FC1([C@@H](O[C@@H]([C@H]1O)CO)N1C(N=C(C=C1)NC(C1=CN=C(C=C1)OC)=O)=O)F N-(1-((2R,4R,5R)-3,3-difluoro-4-hydroxy-5-(hydroxymethyl)tetrahydrofuran-2-yl)-2-oxo-1,2-dihydropyrimidin-4-yl)-6-methoxynicotinamide